ClC=1C=C(C=CC1)C(CO)(C)NC(OC(C)(C)C)=O tert-butyl (2-(3-chlorophenyl)-1-hydroxypropan-2-yl)carbamate